C1(CCCC1)NC1=NC(=NC=C1\C=C\S(=O)(=O)C1=CC=C(C=C1)OC)NC1=CC=C(C=C1)OC (E)-N4-Cyclopentyl-N2-(4-methoxyphenyl)-5-{2-[(4-methoxyphenyl)sulfonyl]vinyl}pyrimidine-2,4-diamine